4-[3-amino-6-(2-hydroxyphenyl)pyridazin-4-yl]-N-[2-(methylamino)ethyl]-1-phenyl-piperazine-2-carboxamide hydrochloride Cl.NC=1N=NC(=CC1N1CC(N(CC1)C1=CC=CC=C1)C(=O)NCCNC)C1=C(C=CC=C1)O